C1(CCCCC1)C1=CC=C(C=C1)C=1NC=2N(C(C1)=O)N=C(C2C(=O)N2CC(C2)CF)C2=NC=C(N=C2)C 5-(4-Cyclohexylphenyl)-3-(3-(fluoromethyl)azetidine-1-carbonyl)-2-(5-methyl-pyrazin-2-yl)pyrazolo[1,5-a]pyrimidin-7(4H)-one